OC=1C=C(C2=CC=CC=C2C1)C#N 3-Hydroxynaphthonitril